[N+](=O)([O-])C1=C(N)C=CC(=C1)C=1SC=CC1 2-nitro-4-(2-thienyl)aniline